Diethyl (4,4'-diamino-6,6'-bis((4-fluorobenzyl)amino)-[1,1'-biphenyl]-3,3'-diyl)dicarbamate NC1=C(C=C(C(=C1)NCC1=CC=C(C=C1)F)C1=CC(=C(C=C1NCC1=CC=C(C=C1)F)N)NC(OCC)=O)NC(OCC)=O